ClC1=C(C=CC=C1)[C@@H](C)OC(=O)NC1=C(C=NN1C)C1=CC=C(C(=N1)C)OCC1C(CCCC1)C(=O)O 2-(((6-(5-((((R)-1-(2-chlorophenyl)ethoxy)carbonyl)amino)-1-methyl-1H-pyrazol-4-yl)-2-methylpyridin-3-yl)oxy)methyl)cyclohexane-1-carboxylic acid